3-(3-(4-(cyclobutanecarbonyl)piperazin-1-yl)-3-oxopropyl)-7-fluoro-5-methylisoquinolin-1(2H)-one C1(CCC1)C(=O)N1CCN(CC1)C(CCC=1NC(C2=CC(=CC(=C2C1)C)F)=O)=O